CN1C(C2=C(SC=C2)C2(CC2)C1)=O 5-methyl-spiro[6H-thieno[3,2-c]pyridin-7,1'-cyclopropan]-4-one